Cl.ClC1=NC=CC(=C1)C[C@H](C(=O)O)[C@@H]1CNCC1 (2S)-3-(2-Chloropyridin-4-yl)-2-[(3R)-pyrrolidin-3-yl]propanoic acid hydrochloride